(R)-3-((6-(2-(ethoxymethoxy)-4-formylphenyl)-5-methyl-1,2,4-triazin-3-yl)amino)piperidine-1-carboxylic acid tert-butyl ester C(C)(C)(C)OC(=O)N1C[C@@H](CCC1)NC=1N=NC(=C(N1)C)C1=C(C=C(C=C1)C=O)OCOCC